N1C=CC2=C(C=CC=C12)C1=NN(C=C1)C1=NC(=NC(=C1)N1CCOCC1)[C@@H](CO)OC (S)-2-(4-(3-(1H-indol-4-yl)-1H-pyrazol-1-yl)-6-morpholinopyrimidin-2-yl)-2-methoxyethan-1-ol